7'-bromo-5'-fluoro-2',3'-dihydrospiro[cyclopropane-1,1'-indene] BrC=1C=C(C=C2CCC3(C12)CC3)F